Di-n-butylperoxy-dicarbonat C(CCC)OC(=O)OOC(=O)OCCCC